C(C(O)C1=CC=CC=C1)(=O)O.C1(C=CC2=CC=CC=C12)N indenamine mandelate